tert-butyl (5R,6S)-5-hydroxy-6-[(5S)-5H-imidazo[1,5-b]isoindol-5-yl]-2-azaspiro[3.4]octane-2-carboxylate O[C@H]1C2(CN(C2)C(=O)OC(C)(C)C)CC[C@H]1[C@@H]1N2C(C=3C=CC=CC13)=CN=C2